4-amino-1-methyl-N-(2-oxo-1,3-oxazinan-3-yl)-N-((2-(trifluoromethyl)thiazol-4-yl)methyl)-1H-pyrazolo[4,3-c]quinoline-8-carboxamide NC1=NC=2C=CC(=CC2C2=C1C=NN2C)C(=O)N(CC=2N=C(SC2)C(F)(F)F)N2C(OCCC2)=O